N-(2-(3,5,6-trichloropyridin-2-yl)ethyl)-5-chloro-6-ethylpyrimidin-4-amine ClC=1C(=NC(=C(C1)Cl)Cl)CCNC1=NC=NC(=C1Cl)CC